N7-(2-{4-[3-Chloro-5-(2-methoxyethoxy)pyridin-2-yl]piperazin-1-yl}ethyl)-N7-methyl-2-(1,3-oxazol-2-yl)[1,2,4]triazolo[1,5-c]pyrimidine-5,7-diamine ClC=1C(=NC=C(C1)OCCOC)N1CCN(CC1)CCN(C1=CC=2N(C(=N1)N)N=C(N2)C=2OC=CN2)C